(3R)-1-(7-(5-cyclopropyl-6-methyl-1H-indazol-4-yl)-2-(((2R,7aS)-2-fluorotetrahydro-1H-pyrrolizin-7a(5H)-yl)methoxy)-8-methylpyrido[4,3-d]pyrimidin-4-yl)-3-methylpiperidin-3-ol C1(CC1)C=1C(=C2C=NNC2=CC1C)C1=C(C=2N=C(N=C(C2C=N1)N1C[C@@](CCC1)(O)C)OC[C@]12CCCN2C[C@@H](C1)F)C